CC1=C(C(=C(C1([Hf]C1(C=CC2=CC=3CC(CC3C=C12)(CC)CC)CC(C)(C)C)C)C)C)C pentamethylcyclopentadienyl(1-neopentyl-6,6-diethyl-1,5,6,7-tetrahydro-s-indacenyl)hafnium